CN1N=CC(=C1)C=1N=C(C(=NC1)C#N)N1C[C@H](NCC1)C (R)-5-(1-methyl-1H-pyrazol-4-yl)-3-(3-methylpiperazin-1-yl)pyrazine-2-carbonitrile